[C@H]12CC(C[C@H](CC1)N2)N(C(C2=CC(=C(C=C2)[C@H]2[C@@H](C2)C2=NN(C1=NC(=NC=C12)C)C)Cl)=O)C N-((1R,3s,5S)-8-azabicyclo[3.2.1]oct-3-yl)-3-chloro-4-((1R,2R)-2-(1,6-dimethyl-1H-pyrazolo[3,4-d]pyrimidin-3-yl)cyclopropyl)-N-methylbenzamide